6-((methyl-d3)carbamoyl)-1-oxo-1,3-dihydrospiro[indene-2,4'-piperidine]-1'-carboxylate C([2H])([2H])([2H])NC(=O)C1=CC=C2CC3(CCN(CC3)C(=O)[O-])C(C2=C1)=O